OC(C)(C)C=1SC(=CN1)S(=O)(N)=NC(NC1=C2C(=NC(=C1C)C1(CC1)C)CCC2)=O 2-(2-Hydroxypropan-2-yl)-N'-((3-methyl-2-(1-methylcyclopropyl)-6,7-dihydro-5H-cyclopenta[b]pyridin-4-yl)carbamoyl)thiazole-5-sulfonimidamide